C(C)(C)(C)C1=NC=C(C=N1)C(=O)NC=1C(=NC=NC1C1OCC(CC1)(F)F)C1=C(C=CC(=C1)F)F (tert-butyl)-N-(4-(2,5-difluorophenyl)-6-(5,5-difluorotetrahydro-2H-pyran-2-yl)pyrimidin-5-yl)pyrimidine-5-carboxamide